(R)-1-(3-(4-Amino-(4-phenoxyphenyl)-1H-pyrazolo[3,4-d]pyrimidin-1-yl)piperidin-1-yl)-2,2,2-trifluoroethanone NC1=C2C(=NC=N1)N(N=C2C2=CC=C(C=C2)OC2=CC=CC=C2)[C@H]2CN(CCC2)C(C(F)(F)F)=O